2-chloro-4-(1-methyl-1H-imidazol-5-yl)pyrimidine ClC1=NC=CC(=N1)C1=CN=CN1C